methyl 5-(bromomethyl)-6-methoxypyridinate formate C(=O)O.BrCC=1C=CC(=NC1OC)C(=O)OC